1-methyl-N-[4-[2-[(E)-4-methylpent-1-enyl]phenyl]-6-[4-(4-methylpiperazin-1-yl)phenoxy]pyrimidin-2-yl]pyrazole-4-sulfonamide CN1N=CC(=C1)S(=O)(=O)NC1=NC(=CC(=N1)C1=C(C=CC=C1)\C=C\CC(C)C)OC1=CC=C(C=C1)N1CCN(CC1)C